7-(1-(2-fluoro-6-methylphenyl)piperidin-4-yl)-5-((3-methoxypyrazin-2-yl)methyl)-8-methylpyrido[2,3-b]pyrazin-6(5H)-one FC1=C(C(=CC=C1)C)N1CCC(CC1)C1=C(C=2C(=NC=CN2)N(C1=O)CC1=NC=CN=C1OC)C